4-[(2-fluoro-3-methylphenyl)amino]-2-[(6-methoxy-2-methyl-1,2,3,4-tetrahydroisoquinolin-7-yl)amino]pyrimidine-5-carboxamide FC1=C(C=CC=C1C)NC1=NC(=NC=C1C(=O)N)NC1=C(C=C2CCN(CC2=C1)C)OC